[Si](C)(C)(C(C)(C)C)N=S(=O)(C1=NC=CC(=C1)NC(=O)C1=C(N=NC(=C1C)C(F)(F)F)N1CCC(CCC1)(F)F)NC(OC(C)(C)C)=O tert-butyl (N-(tert-butyldimethylsilyl)-4-(3-(4,4-difluoroazepan-1-yl)-5-methyl-6-(trifluoromethyl)pyridazine-4-carboxamido)pyridine-2-sulfonimidoyl)carbamate